6-isopropyl-1-methyl-4-[[(1R)-1-[3-(trifluoromethyl)phenyl]ethyl]amino]pyrido[3,4-d]pyridazin-7-one C(C)(C)N1C=C2C(=NN=C(C2=CC1=O)C)N[C@H](C)C1=CC(=CC=C1)C(F)(F)F